NC=1C(=C(C=C2C=C(N=CC12)NC(=O)NC1CN(C1)CC(F)(F)F)C1=C(C2=C(OCCN2)N=C1)C)F 1-(8-Amino-7-fluoro-6-(8-methyl-2,3-dihydro-1H-pyrido[2,3-b][1,4]oxazin-7-yl)isoquinolin-3-yl)-3-(1-(2,2,2-trifluoroethyl)azetidin-3-yl)urea